5-(4-(hydroxymethyl)phenyl)-2-oxo-6-(trifluoromethyl)-1,2-dihydropyridine-3-carboxamide OCC1=CC=C(C=C1)C=1C=C(C(NC1C(F)(F)F)=O)C(=O)N